1-((1R,3R,5S)-3-((6-(1-methyl-1H-pyrazol-4-yl)pyrazolo[1,5-a]pyrazin-4-yl)oxy)-6-azabicyclo[3.2.1]octan-6-yl)prop-2-en-1-one CN1N=CC(=C1)C=1N=C(C=2N(C1)N=CC2)O[C@@H]2C[C@@H]1CN([C@H](C2)C1)C(C=C)=O